BrC1=C(C=C(C=N1)CC1=NC2=C(N1CCOC)C=C(C=C2)C(=O)OC(C)(C)C)F Tert-butyl 2-((6-bromo-5-fluoropyridin-3-yl)methyl)-1-(2-methoxyethyl)-1H-benzo[d]imidazole-6-carboxylate